isopropyl 3-[2-(difluoromethoxy)-5-methylsulfonyl-phenyl]-4-(pyrazolo[1,5-a]pyrimidine-3-carbonylamino)pyrazole-1-carboxylate FC(OC1=C(C=C(C=C1)S(=O)(=O)C)C1=NN(C=C1NC(=O)C=1C=NN2C1N=CC=C2)C(=O)OC(C)C)F